COC1=C2C(NC(=NC2=CC(=C1)OC)C1=CC=C(C=C1)N1CCC(CC1)N1CCN(CC1)CC1=CC=C(C=N1)N1C(NC(CC1)=O)=O)=O 1-(6-((4-(1-(4-(5,7-dimethoxy-4-oxo-3,4-dihydroquinazolin-2-yl)phenyl)piperidin-4-yl)piperazin-1-yl)methyl)pyridin-3-yl)dihydropyrimidine-2,4(1H,3H)-dione